tertbutyl 4-formylpiperidine-1-carboxylate C(=O)C1CCN(CC1)C(=O)OC(C)(C)C